O(C1=CC=CC=C1)P1(N(P(=NP=N1)(F)F)F)(F)F p-phenoxy(pentafluoro)cyclotriphosphazeneN